[N+](=O)([O-])C=1C=C(C=CC1)C1(CN1N1CC1)C(F)(F)F 3-(3-nitrophenyl)-3-(trifluoromethyl)biaziridine